OC1CN(C1)C(=O)O[C@@H]1CC[C@H](CC1)C(N(C[C@@H]1CC[C@H](CC1)C1=CC=C2C(=N1)C=CN2C)C2=CC(=CC=C2)C2=CN=C(S2)C2CC2)=O trans-4-((3-(2-Cyclopropylthiazol-5-yl)phenyl)(((trans)-4-(1-methyl-1H-pyrrolo[3,2-b]pyridin-5-yl)cyclohexyl)methyl)carbamoyl)cyclohexyl 3-hydroxyazetidine-1-carboxylate